F[P-](F)(F)(F)(F)F.Cl[Ru-2](=CC1=C(C=CC=C1)OC(C)C)Cl dichloro(2-isopropoxybenzylidene)ruthenium(II) hexafluorophosphate